S(=O)(=O)(C1=CC=C(C)C=C1)C1=C(C=C2CCN(CC2)C(=O)OC(C)(C)C)C=CC=C1 tert-Butyl 4-(2-tosylbenzylidene)piperidine-1-carboxylate